ClC=1N=NC(=C(C1C#N)C)C 3-chloro-5,6-dimethyl-pyridazine-4-carbonitrile